C(C)(C)N1CCN(CC1)C1=CC=C(C=N1)C1=CC(=CC=2N(C=NC21)C)C=2C=NC(=CC2)N2CCN(CC2)C(C)C 4,6-bis(6-(4-isopropylpiperazin-1-yl)pyridin-3-yl)-1-methyl-1H-benzo[d]imidazole